ClC1=C(C(=O)NC2=CC3=NC4=C(C=CC=C4C3=CC=C2)N(CC)CC)C=CC=C1 (+)-7-(2-chlorobenzoyl)amino-4-(diethyl)aminocyclohepta[7,6-b]indole